C(C)(C)(C)[Si](OCC#C)(C)C tert-butyl-dimethyl-prop-2-ynoxy-silane